ClC1=C(CN2C(=NC3=C2C=CC(=C3)OC)C(C)C3=CC=C(C=C3)C(C)O)C=CC=C1 (4-(1-(1-(2-chlorobenzyl)-5-methoxy-1H-benzo[d]imidazol-2-yl)ethyl)phenyl)ethanol